3-(4-(4-(((tert-butyldimethylsilyl)oxy)methyl)-2-oxopyrrolidin-1-yl)-1-oxoisoindolin-2-yl)-1-((2-(trimethylsilyl)ethoxy)methyl)piperidine-2,6-dione [Si](C)(C)(C(C)(C)C)OCC1CC(N(C1)C1=C2CN(C(C2=CC=C1)=O)C1C(N(C(CC1)=O)COCC[Si](C)(C)C)=O)=O